OCCC(C(=O)O)=C.C(C=C)(=O)OCCO 2-hydroxyethyl acrylate (2-hydroxy ethyl acrylate)